BrC1=C(C=C(C(=C1)C)F)F 1-bromo-2,4-difluoro-5-methylbenzene